C(C)(C)(C)OC(=O)NCC1=CC(=C(C=C1)NC(=O)C1=CC2=C(OCCC3=C2SC=C3)C=C1C=1C(=NC(=CC1)C(NCCC)=O)C(=O)OC)C(NC([2H])([2H])[2H])=O methyl 3-(9-((4-(((tert-butoxycarbonyl)amino)methyl)-2-((methyl-d3)carbamoyl)phenyl)carbamoyl)-4,5-dihydrobenzo[b]thieno[2,3-d]oxepin-8-yl)-6-(propylcarbamoyl)picolinate